4,6-difluoro-dibenzothiophene-trifluoromethanesulfonic acid salt FC(S(=O)(=O)O)(F)F.FC1=CC=CC2=C1SC1=C2C=CC=C1F